tert-butyl (2-oxo-1-(4-(trifluoromethyl)phenyl)-1,2,3,4-tetrahydroquinolin-3-yl)carbamate O=C1N(C2=CC=CC=C2CC1NC(OC(C)(C)C)=O)C1=CC=C(C=C1)C(F)(F)F